7-[2-(3-fluorophenyl)-3-(pyridin-4-yl)-3H-imidazo[4,5-b]pyridin-5-yl]-4,7-diazaspiro[2.5]octane FC=1C=C(C=CC1)C1=NC=2C(=NC(=CC2)N2CCNC3(CC3)C2)N1C1=CC=NC=C1